N-[4-fluoro-5-(2-morpholin-4-ylpyrimidin-5-yl)-2-[(3R)-3-[cyclopropylmethyl(methyl)amino]pyrrolidin-1-yl]phenyl]-6-oxo-4-(trifluoromethyl)-1H-pyridine-3-carboxamide FC1=CC(=C(C=C1C=1C=NC(=NC1)N1CCOCC1)NC(=O)C1=CNC(C=C1C(F)(F)F)=O)N1C[C@@H](CC1)N(C)CC1CC1